4-bromo-8-(bromomethyl)-6-ethylquinoline BrC1=CC=NC2=C(C=C(C=C12)CC)CBr